C12C3=CC=4OCOC4C=C3C(CCC1)N2 5,7-Dioxa-15-azatetracyclo[9.3.1.02,10.04,8]pentadeca-2,4(8),9-triene